(3S)-1-[3-(4-fluoro-1H-1,3-benzodiazol-2-yl)-5-{3-fluoro-5-[(methoxyimino)methyl]phenyl}pyridin-4-yl]pyrrolidin-3-amine FC1=CC=CC=2NC(=NC21)C=2C=NC=C(C2N2C[C@H](CC2)N)C2=CC(=CC(=C2)C=NOC)F